2-propynyl-1-yl-2-oxo-2H-1-benzopyran-3-carboxylate C(C#C)=C1C(C(OC2=C1C=CC=C2)=O)C(=O)[O-]